1,6-hexenediol diacrylate C(C=C)(=O)OC=CCCCCOC(C=C)=O